ClC=1N=C(C2=C(N1)C(=CS2)[C@@H]2O[C@@H]([C@H]([C@H]2O)O)CO)NC2CCCC2 (2S,3R,4S,5R)-2-[2-chloro-4-(cyclopentylamino)thieno[3,2-d]pyrimidin-7-yl]-5-(hydroxymethyl)oxolane-3,4-diol